4-((5-cyclopropyl-3-isopropylpyrazolo[1,5-a]pyrimidin-7-yl)amino)piperidine-1-carboxylic acid (3-fluoro-1-(2-fluoroacryloyl)azetidin-3-yl)methyl ester FC1(CN(C1)C(C(=C)F)=O)COC(=O)N1CCC(CC1)NC1=CC(=NC=2N1N=CC2C(C)C)C2CC2